3-[4-(trifluoromethyl)phenyl]-1,4,2-dioxazol-5-one FC(C1=CC=C(C=C1)C1=NOC(O1)=O)(F)F